3-(4-((3-(sulfamoylamino)cyclobutyl)amino)-1,2,5-oxadiazol-3-yl)-4-(3-bromo-4-fluorophenyl)-1,2,4-oxadiazol-5(4H)-one S(N)(=O)(=O)NC1CC(C1)NC=1C(=NON1)C1=NOC(N1C1=CC(=C(C=C1)F)Br)=O